4-((2r,4r)-1-((5-methoxy-7-methyl-1H-indol-4-yl)methyl)-4-(1-methylcyclopropoxy)piperidin-2-yl)benzoic acid COC=1C(=C2C=CNC2=C(C1)C)CN1[C@H](C[C@@H](CC1)OC1(CC1)C)C1=CC=C(C(=O)O)C=C1